C(C)(C)(C)OC(=O)N1CC=2N=CN=C(C2CC1)C=C 4-vinyl-5,6-dihydropyrido[3,4-d]pyrimidine-7(8H)-carboxylic acid tert-butyl ester